(1s,2r,5r)-3-((6-(4-fluorophenoxy)pyridin-3-yl)sulfonyl)-2-(hydroxycarbamoyl)-3,8-diazabicyclo[3.2.1]octane-8-carboxylic acid ethyl ester C(C)OC(=O)N1[C@@H]2[C@@H](N(C[C@H]1CC2)S(=O)(=O)C=2C=NC(=CC2)OC2=CC=C(C=C2)F)C(NO)=O